CC1(COCCC1N1N=C2N=C(C=NC2=C1)C1=C(C=C(C=C1C)C(F)(F)F)O)C 2-(2-(3,3-dimethyltetrahydro-2H-pyran-4-yl)-2H-pyrazolo[3,4-b]pyrazin-6-yl)-3-methyl-5-(trifluoromethyl)phenol